C(CCCCCCC)[SiH3] Octyl-silane